4-(4-(trifluoromethyl)phenoxy)cyclohexan-1-amine hydrochloride Cl.FC(C1=CC=C(OC2CCC(CC2)N)C=C1)(F)F